C(CCCCCCCCCCCCCCCCC)(=O)[O-].C(CCCCCCCCCCCCCCCCC)(=O)[O-].C(CCC)[Sn+2]CCCC di-n-butyltin distearate